BrC(I)Br dibromo(iodo)methane